rel-2-((3R,4R)-4-(((6-((((S)-6,6-dimethyltetrahydro-2H-pyran-3-yl)methyl)(ethyl)amino)-5-fluoropyrimidin-4-yl)amino)methyl)-3-hydroxypiperidin-1-yl)acetamide CC1(CC[C@H](CO1)CN(C1=C(C(=NC=N1)NC[C@@H]1[C@H](CN(CC1)CC(=O)N)O)F)CC)C |o1:4,17,18|